barium bromoiodide BrI.[Ba]